ethyl 2-(2-((5-(3-(aminomethyl)phenyl)-2-(difluoromethyl)benzofuran-3-yl)methoxy)phenyl)acetate NCC=1C=C(C=CC1)C=1C=CC2=C(C(=C(O2)C(F)F)COC2=C(C=CC=C2)CC(=O)OCC)C1